C(C=CC1=CC=CC=C1)(=O)O.C(C)OCC monoethyl ether cinnamate